(2R,3R,4R,5R)-2-amino-3,4,5,6-tetrahydroxyhexanal hydrochloride Cl.N[C@@H](C=O)[C@H]([C@H]([C@@H](CO)O)O)O